6-hydroxy-[1,1'-biphenyl]-3-carboxylic acid OC1=CC=C(C=C1C1=CC=CC=C1)C(=O)O